O=C1C=NC=C2N1C(CC2)C(=O)O oxo-4,6,7,8-tetrahydropyrrolo[1,2-a]pyrazine-6-carboxylic acid